methylpropenoxypropyl-trimethoxysilane CCO[Si](OC)(OC)CCCOC=CC